SCCC(=O)O.SCCC(=O)O.OCCCSCCCO Hydroxypropylthioether bis(3-mercaptopropionate)